CC(C(=O)Cl)(C)N1CCOCC1 2-methyl-2-morpholinopropionyl chloride